[Cu](Cl)Cl.C(CCCC)=N pentanimine copper chloride